(R)-N'-(4-(difluoromethoxy)-2,6-diisopropylphenylcarbamoyl)-5-(2-hydroxypropan-2-yl)-3-methylthiophene-2-sulfonimidamide FC(OC1=CC(=C(C(=C1)C(C)C)NC(=O)N=[S@](=O)(N)C=1SC(=CC1C)C(C)(C)O)C(C)C)F